5-[[(2,5-Dihydroxyphenyl)methyl][(2-hydroxyphenyl)methyl]amino]-2-hydroxybenzoic acid OC1=C(C=C(C=C1)O)CN(C=1C=CC(=C(C(=O)O)C1)O)CC1=C(C=CC=C1)O